ClC1=CC=C(CN2C(N3C(C4=C2C=C(C=N4)N4CCOCC4)=NN=C3COC3CCOCC3)=O)C=C1 6-(4-chlorobenzyl)-8-(morpholin-4-yl)-3-[(tetrahydro-2H-pyran-4-yloxy)methyl]pyrido[2,3-e][1,2,4]triazolo[4,3-c]pyrimidin-5(6H)-one